(E)-4-(((4-((2-(aminomethyl)-3-fluoroallyl)oxy)phenyl)sulfonyl)methyl)-5,5-dimethylmorpholin-3-one NC/C(/COC1=CC=C(C=C1)S(=O)(=O)CN1C(COCC1(C)C)=O)=C\F